NC1=C(C=CC(=C1)NCCO)OC 2-amino-4-[(2-hydroxyethyl)amino]-anisole